ditetradecyl-(butyldimethylphosphine) C(CCCCCCCCCCCCC)C(P(C)CCCC)CCCCCCCCCCCCCC